4-[[2-methyl-3-(2-trimethylsilylethoxymethyl)imidazol-4-yl]sulfonimidoyl]benzoic acid CC1=NC=C(N1COCC[Si](C)(C)C)S(=O)(=N)C1=CC=C(C(=O)O)C=C1